C[C@H]1C[C@H](CN(C1)C1=C2N=CC=NC2=CC=C1)N (3R,5S)-5-methyl-1-(quinoxaline-5-yl)piperidine-3-amine